OC1=C(C=CC(=C1)C(F)(F)F)C1=C(C=C(N=N1)N[C@H]1CN(CCC1)CC(=O)N1C[C@H](N(CC1)C(=O)OC(C)(C)C)C)C tert-butyl (R)-4-(2-((R)-3-((6-(2-hydroxy-4-(trifluoromethyl)phenyl)-5-methylpyridazin-3-yl)amino)piperidin-1-yl)acetyl)-2-methylpiperazine-1-carboxylate